N,N-Dimethyl-1-[3-[(2R,5S)-5-methyl-2-piperidyl]phenyl]piperidin-4-amine CN(C1CCN(CC1)C1=CC(=CC=C1)[C@@H]1NC[C@H](CC1)C)C